C(C)N(CCOCCOC1=CC=C(C(=O)[O-])C=C1)CCCOC1=CC=C(C=C1)OC1=C(C=CC2=CC(=CC=C12)O)C1=CC=C(C=C1)S(=O)(=O)C 4-(2-(2-(ethyl(2-(4-((6-hydroxy-2-(4-(methylsulfonyl)phenyl)naphthalen-1-yl)oxy)phenoxy)ethyl Methyl)amino)ethoxy)ethoxy)benzoate